S1C(=NC2=C1C=CC=C2)NC2=C(C(=C(N=N2)NC2=CC=CC(=N2)C(=O)O)C)C 6-({6-[(1,3-Benzothiazol-2-yl)amino]-4,5-dimethylpyridazin-3-yl}amino)pyridine-2-carboxylic acid